CN(CCCCCC(CCCCCCCCC=CCC=CCCCCC)CCCCCCCC\C=C/C\C=C/CCCCC)C N,N-dimethyl-6-((9Z,12Z)-octadeca-9,12-dien-1-yl)tetracosan-15,18-dien-1-amine